C(=C)C1=CC=C(C=C1)CC(C)(O)C 1-(4-vinylphenyl)-2-methyl-2-propanol